(3,3-difluorocyclobutoxy)acetic acid FC1(CC(C1)OCC(=O)O)F